4-((3-methoxy-4-(2-methyl-2H-1,2,3-triazol-4-yl)pyridin-2-yl)amino)-N-(methyl-d3)-6-((1R,2R)-2-methylcyclopropane-1-carboxamido)pyridazine-3-carboxamide COC=1C(=NC=CC1C1=NN(N=C1)C)NC1=C(N=NC(=C1)NC(=O)[C@H]1[C@@H](C1)C)C(=O)NC([2H])([2H])[2H]